N1C=C(C2=CC=CC=C12)C=1C=2N(N=C(C1)NC1CNCCC1)N=CN2 8-(1H-indol-3-yl)-N-(piperidin-3-yl)-[1,2,4]triazolo[1,5-b]pyridazin-6-amine